C1(CC1)C[C@H]1NC(OC1=O)=O (R)-4-(cyclopropylmethyl)oxazolidine-2,5-dione